BrC1=NC=C(C=C1)COC1=CC=C(C=C1)C=1NC(=C(N1)C)C1=CC=C(C=C1)Cl 2-bromo-5-((4-(5-(4-chlorophenyl)-4-methyl-1H-imidazol-2-yl)phenoxy)methyl)pyridine